OC1=CC(=CC2=C1OCO2)NC(OC(C)(C)C)=O tert-butyl (7-hydroxybenzo[d][1,3]dioxol-5-yl)carbamate